C=CCCCCCCCC decacarbene